N-(1-methyl-3-phenoxy-1H-pyrazol-4-yl)-2-(1H-pyrazol-4-yl)-1,3-thiazole CN1N=C(C(=C1)N1C(SC=C1)C=1C=NNC1)OC1=CC=CC=C1